N-(benzo[b]thiophen-5-yl)-2-((3-cyano-4,6-bis(trifluoromethyl)pyridin-2-yl)-amino)-N-methylacetamide S1C2=C(C=C1)C=C(C=C2)N(C(CNC2=NC(=CC(=C2C#N)C(F)(F)F)C(F)(F)F)=O)C